6-(1-(1-Methylcyclobutyl)-1H-pyrazol-4-yl)pyrimidin-4-amine CC1(CCC1)N1N=CC(=C1)C1=CC(=NC=N1)N